CC1=CC=C(C=N1)[C@H]1N(OCC1)C(=O)C1CCN(CC1)C1=NC(=NC=C1)N1C(CCC1)=O 1-[4-[4-[(3S)-3-(6-methylpyridin-3-yl)-1,2-oxazolidine-2-carbonyl]piperidin-1-yl]pyrimidin-2-yl]pyrrolidin-2-one